N-((R)-((S)-7-(1-methyl-1H-pyrazol-4-yl)-2,3-dihydro-1H-pyrido[2,3-b][1,4]oxazin-3-yl)(phenyl)methyl)-2-(pyridazin-4-yl)ethanamine CN1N=CC(=C1)C1=CC2=C(O[C@@H](CN2)[C@H](NCCC2=CN=NC=C2)C2=CC=CC=C2)N=C1